CC(CCC)CCCC(CCCC(CCCC(C)C)C)C 4,8,12,16-tetramethylheptadecane